Boc-D-Prolinol C(=O)(OC(C)(C)C)N1[C@H](CCC1)CO